C(C)(C)C1(CC(C(CC1)C(CO)C)O)C 1-isopropylp-menthane-3,9-diol